(R)-2-(1,3-dimethyl-2-oxoindol-3-yl)acetic acid CN1C([C@](C2=CC=CC=C12)(C)CC(=O)O)=O